ClC1=C(C(=O)N([C@@H](CC(C)C)C(=O)O)NC(CC2CCCCC2)=O)C=C(C=C1)Cl (S)-N-(2,5-dichlorobenzoyl)-2-cyclohexylacetamido-D-leucine